C(CC1=CC=CC=C1)NC(CN1N=NN=C1C(CCCCB1OC(C(O1)(C)C)(C)C)NC(C1=CC=CC=C1)(C1=CC=CC=C1)C1=CC=CC=C1)=O (-)-N-phenethyl-2-(5-(5-(4,4,5,5-tetramethyl-1,3,2-dioxaborolan-2-yl)-1-(tritylamino)pentyl)-1H-tetrazol-1-yl)acetamide